O=C1NC2=CC=CC=C2C1=C(C)C 2-Oxo-3-(propan-2-ylidene)indoline